6-(4-methylthiobenzylidene)-5-oxo-5,6,7,8-tetrahydronaphthalene-2-carboxylic acid CSC1=CC=C(C=C2C(C=3C=CC(=CC3CC2)C(=O)O)=O)C=C1